C(C(C)C)(=O)N[C@@H](CS)C(=O)O L-N-ISOBUTYRYLCYSTEIN